N1(N=CN=C1)CC1(C(CC2=CC(=CC=C12)OC1=CC=C(C=C1)Cl)(C)C)O ((1H-1,2,4-triazol-1-yl)methyl)-5-(4-chlorophenoxy)-2,2-dimethyl-2,3-dihydro-1H-inden-1-ol